C(CCCCCCCC)(=O)OCCOCCOCCOC(CCCCCCCC)=O triethylene glycol dipelargonate